NC([C@H](CC1=CC2=C(OC(O2)(C)C)C=C1)NC(OCC1C2=CC=CC=C2C=2C=CC=CC12)=O)=O (9H-fluoren-9-yl)methyl (S)-(1-amino-3-(2,2-dimethylbenzo[d][1,3]dioxol-5-yl)-1-oxopropan-2-yl)carbamate